COC(/C(/C(C)=O)=C/C=1C2=C(SC1)C(=CC=C2F)C#N)=O (E)-2-((7-cyano-4-fluorobenzo[b]thiophen-3-yl)methylene)-3-oxobutanoic acid methyl ester